1-(4-chloro-6-((4-(4-methylpiperidin-1-yl)phenyl)amino)isoindolin-2-yl)-2,2,2-trifluoroethan-1-one ClC1=C2CN(CC2=CC(=C1)NC1=CC=C(C=C1)N1CCC(CC1)C)C(C(F)(F)F)=O